ClC=1C=C2C3=C(NC2=C(C1)C=1C=NC(=NC1)N1N=CC=C1)C(=NC=C3)C 6-Chloro-1-methyl-8-(2-pyrazol-1-yl-pyrimidin-5-yl)-9H-pyrido[3,4-b]indole